C1=CC=NC=2C3=NC=CC=C3CC12 4,5-diazafluoren